NC1=C(C=CC=C1Br)C(=O)C1CC1 (2-amino-3-bromophenyl)(cyclopropyl)methanone